N-(2-(2,4-dimethyl-3-((1R,3R)-3-methyl-2-(2,2,2-trifluoroethyl)-2,3,4,9-tetrahydro-1H-pyrido[3,4-b]indol-1-yl)phenoxy)ethyl)-3-fluoropropan-1-amine CC1=C(OCCNCCCF)C=CC(=C1[C@H]1N([C@@H](CC2=C1NC1=CC=CC=C21)C)CC(F)(F)F)C